2-(((tert-butyldimethylsilyl)oxy)methyl)-3-(2,3-dihydroxypropyl)imidazo[1,2-a]pyridine-6-carboxylic acid ethyl ester C(C)OC(=O)C=1C=CC=2N(C1)C(=C(N2)CO[Si](C)(C)C(C)(C)C)CC(CO)O